copper bis(acetate) C(C)(=O)[O-].C(C)(=O)[O-].[Cu+2]